C(C)(C)(C)OC(C(COC[C@H]1[C@@H](C1)CO)C)=O.CNC(C)=O N-methyl-Acetamide Tert-butyl-3-(((1R,2R)-2-(hydroxymethyl)cyclopropyl)methoxy)-2-methylpropionate